2-bromo-2-methylpropanoic acid BrC(C(=O)O)(C)C